C(C)(CC)N1CC(N(C(C1)=O)CC1=CC2=NC=CC(=C2S1)C=1C=C(C=C2C=CN(C12)CC1(CCNCC1)C#N)Cl)=O 4-((7-(2-((4-(sec-butyl)-2,6-dioxopiperazin-1-yl)methyl)thieno[3,2-b]pyridin-7-yl)-5-chloro-1H-indol-1-yl)methyl)piperidine-4-carbonitrile